FC(C1=CC=C(C(=S)N(C)C)C=C1)(F)F 4-trifluoromethyl-N,N-dimethylthiobenzamide